N3-isopropyl-N2-phenylpyridine-2,3-diamine C(C)(C)NC=1C(=NC=CC1)NC1=CC=CC=C1